1-((5-chloro-6-(5-methoxypyrazin-2-yl)-1H-indol-2-yl)methyl)-3-(2-hydroxyethyl)urea ClC=1C=C2C=C(NC2=CC1C1=NC=C(N=C1)OC)CNC(=O)NCCO